2-(3-bromo-4-methoxybenzoyl)-5,6,7-trimethoxyquinazolin-4(3H)-one BrC=1C=C(C(=O)C2=NC3=CC(=C(C(=C3C(N2)=O)OC)OC)OC)C=CC1OC